[Br-].[Br-].CC(C)C[O-].CC(C)C[O-].[Hf+4] hafnium diisobutoxide dibromide